1-hexyl-3-(5-hydroxypyridin-2-yl)urea C(CCCCC)NC(=O)NC1=NC=C(C=C1)O